8-(1-hydroxyethyl)-2-(5-methoxy-1,3-dihydro-isoindol-2-yl)-3,6-dimethylquinazolin-4-one OC(C)C=1C=C(C=C2C(N(C(=NC12)N1CC2=CC=C(C=C2C1)OC)C)=O)C